(3S)-N-[(2S)-2-(dimethylamino)-3-(2-oxo-2,3-dihydro-1H-indol-5-yl)propyl]-3-phenylbutanamide CN([C@H](CNC(C[C@H](C)C1=CC=CC=C1)=O)CC=1C=C2CC(NC2=CC1)=O)C